NC1=CC=C(C(=O)NC2=CC=C(C=C2)NC(C2=CC=C(C=C2)N)=O)C=C1 bis(4-aminobenzoyl)p-phenylenediamine